C(C)(C)(C)OC(NC[C@H](C)OC1=NC=C(C=C1[C@@H](C)N)F)=O ((S)-2-((3-((R)-1-aminoethyl)-5-fluoropyridin-2-yl)oxy)propyl)carbamic acid tert-butyl ester